ClC1=CC(=C(NC2CCN(CC2)C(=O)OC(C)(C)C)C=C1)O tert-butyl 4-(4-chloro-2-hydroxy-anilino)piperidine-1-carboxylate